C(#N)C1=C(C=C(CN2CC(CC2)C(=O)OCC)C=C1OC)F ethyl 1-(4-cyano-3-fluoro-5-methoxybenzyl)pyrrolidine-3-carboxylate